NC=1C=CC(=C(C1)[C@H]1COCCCN1C1=NC(=NC(=C1)C)N)Cl (S)-4-[3-(5-amino-2-chloro-phenyl)-1,4-oxazepan-4-yl]-6-methyl-pyrimidin-2-amine